C(=O)C=1N(C2=CC(=CC=C2C1)CNC(=O)C=1N=C2N(C(C1)=O)C=CC=C2)C N-[(2-formyl-1-methyl-indol-6-yl)methyl]-4-oxo-pyrido[1,2-a]pyrimidine-2-carboxamide